sodium octyllactate C(CCCCCCC)OC(C(O)C)=O.[Na]